4-((S)-1-((R)-3-methyl-2-((4-(trifluoromethyl)benzyl)oxy)butanamido)ethyl)-N-(methylsulfonyl)benzamide CC([C@H](C(=O)N[C@@H](C)C1=CC=C(C(=O)NS(=O)(=O)C)C=C1)OCC1=CC=C(C=C1)C(F)(F)F)C